N-(3-((4-(2,4-difluorobenzyloxy)-3-bromo-6-methyl-2-oxopyridin-1(2H)-yl)methyl)benzyl)-3-oxobutanamide FC1=C(COC2=C(C(N(C(=C2)C)CC=2C=C(CNC(CC(C)=O)=O)C=CC2)=O)Br)C=CC(=C1)F